CC1=CC=C(C=C1)S(=O)(=O)OCC1(CC1)CC#N (1-(cyanomethyl)cyclopropyl)methyl 4-methylbenzenesulfonate